2,6-di-tert-butyl-4-(9-fluoropyrido[1,2-a]indol-10-yl)phenol C(C)(C)(C)C1=C(C(=CC(=C1)C1=C2N(C3=CC=CC=C13)C=CC=C2F)C(C)(C)C)O